3-chloro-4-cyclopropyl-5-((5S,5aS,6S,9R)-1-fluoro-5,13,14-trimethyl-5a,6,7,8,9,10-hexahydro-5H-6,9-epiminoazepino[2',1':3,4][1,4]oxazepino[5,6,7-ij][2,7]naphthyridin-2-yl)aniline ClC=1C=C(N)C=C(C1C1CC1)C=1N=C2C3=C(N=C(C(=C3C1F)C)C)N1[C@H]([C@@H](O2)C)[C@@H]2CC[C@H](C1)N2